ClC=1C=C2C=CN=C(C2=C(C1)C)N(C(C1=CC=C(C=C1)C=1N=NN(C1C)C)=O)[C@H]1CNCCC1 (R)-N-(6-chloro-8-methylisoquinolin-1-yl)-4-(1,5-dimethyl-1H-1,2,3-triazol-4-yl)-N-(piperidin-3-yl)benzamide